C(C1=CC=CC=C1)OC1=NC(=CC=C1N1C(C2=CC=C(C=C2C1)C(=O)N1CC2(C1)CC(C2)O)=O)OCC2=CC=CC=C2 2-[2,6-bis(benzyloxy)pyridin-3-yl]-5-{6-hydroxy-2-azaspiro[3.3]heptane-2-carbonyl}-3H-isoindol-1-one